ClC=1C=NC=C(C1[C@@H](C)OC1=C(C=C2C(=N1)C(=NN2C2OCCCC2)I)C)Cl 5-((R)-1-(3,5-dichloropyridin-4-yl)ethoxy)-3-iodo-6-methyl-1-(tetrahydro-2H-pyran-2-yl)-1H-pyrazolo[4,3-b]pyridine